C[C@H]1N(CCC2=CC=CC=C12)C=O [(1R)-1-methyl-3,4-dihydro-2(1H)-isoquinolinyl]methanone